5-bromo-N-(cyclopentylideneamino)-4-fluoro-2-iodo-aniline BrC=1C(=CC(=C(NN=C2CCCC2)C1)I)F